FC1=C(C=CC(=C1)OC=1SC=C(N1)C=1C=NC(=CC1)C)NC1=NC=NC2=CC(=C(C=C12)NC1CCN(CC1)C(C=C)=O)OC 1-(4-((4-((2-fluoro-4-((4-(6-methylpyridin-3-yl)thiazol-2-yl)oxy)phenyl)amino)-7-methoxyquinazolin-6-yl)amino)piperidin-1-yl)prop-2-en-1-one